1,4-bis(1H-pyrazol-4-yl)2,1,3-benzooxadiazole N1N=CC(=C1)N1ONC2=C1C=CC=C2C=2C=NNC2